O-(benzotriazol-1-yl)-1,1,3,3-tetramethyluronium Hexafluorophosphate F[P-](F)(F)(F)(F)F.N1(N=NC2=C1C=CC=C2)OC(=[N+](C)C)N(C)C